C(CCCCCCCCCCCCCCC)(=O)OCCCCCCCCCCCCCCCC palmityl palmitoate